2-(4-(2-((4-chlorophenethyl)amino)pyrimidin-4-yl)-piperazin-1-yl)-N-(furan-2-ylmethyl)-N-(pyridin-4-ylmethyl)acetamide ClC1=CC=C(CCNC2=NC=CC(=N2)N2CCN(CC2)CC(=O)N(CC2=CC=NC=C2)CC=2OC=CC2)C=C1